C(C)(C)(C)OC(=O)NC12CC(C1)(C2)CC(=O)OC methyl 2-(3-((tert-butoxycarbonyl)amino)bicyclo[1.1.1]pentan-1-yl)acetate